C[C@H]1N(CCN(C1)C)[C@H](C(=O)NC=1C=CC=C2C(=CNC12)C1=NC(=NC=C1F)NC1=C(C(=CC=C1)S(=O)(=O)C)F)COC (S)-2-((R)-2,4-dimethylpiperazin-1-yl)-N-(3-(5-fluoro-2-((2-fluoro-3-(methylsulfonyl)phenyl)amino)pyrimidin-4-yl)-1H-indol-7-yl)-3-methoxypropanamide